tert-butyl (S)-7-(4-fluorobenzyl)-6-(hydroxymethyl)-2-methyl-2,3-dihydro-1H-pyrido[2,3-b][1,4]oxazine-1-carboxylate FC1=CC=C(CC2=CC3=C(OC[C@@H](N3C(=O)OC(C)(C)C)C)N=C2CO)C=C1